N-(1-(2-hydroxyethyl)-2-(2-methylpyridin-4-yl)-1H-pyrrolo[3,2-c]pyridin-6-yl)cyclopropanecarboxamide OCCN1C(=CC=2C=NC(=CC21)NC(=O)C2CC2)C2=CC(=NC=C2)C